C(#N)C1(CC1)NS(=O)(=O)C=1C=C(C=2N(C1)C(=NC2)C=2SC(=NN2)C(F)F)N2C[C@H](O[C@@H](C2)C)CO |o1:28,30| rel-N-(1-cyanocyclopropyl)-3-(5-(difluoromethyl)-1,3,4-thiadiazol-2-yl)-8-((2S,6R)-2-(hydroxymethyl)-6-methylmorpholino)imidazo[1,5-a]pyridine-6-sulfonamide